(1-aminobutan-2-yl)carbamic acid tert-butyl ester C(C)(C)(C)OC(NC(CN)CC)=O